(3R)-3-({2-[4-(S-methylsulfonyl)phenyl][1,2,4]triazolo[1,5-c]quinazolin-5-yl}amino)azepin-2-one CS(=O)(=O)C1=CC=C(C=C1)C1=NN2C(=NC=3C=CC=CC3C2=N1)NC=1C(N=CC=CC1)=O